C(C)(C)(C)OC(/C=C/C1=CC=C(C=C1)C(/C=C/C1=CC=C(O1)C=1C=CC(=C(C(=O)O)C1)O)=O)=O 5-(5-((E)-3-(4-((E)-3-(tert-butoxy)-3-oxoprop-1-en-1-yl)phenyl)-3-oxoprop-1-en-1-yl)furan-2-yl)-2-hydroxybenzoic acid